2-(4-Iodophenoxy)ethan-1-ol IC1=CC=C(OCCO)C=C1